CC1(N=NC(=C1)CCCCC)C(=O)O.N1CCC(CC1)N1N=CC(=C1)C1=CC=C2C(=NC=NC2=C1)OC1=CC=C(C=C1)C 7-(1-(piperidin-4-yl)-1H-pyrazol-4-yl)-4-(p-tolyloxy)quinazoline 3-methyl-5-pentyl-pyrazolate